1-tert-butyl-N-{[3-(4-{[(3R,4R)-3-fluorooxan-4-yl]amino}-1-(2,2,2-trifluoroethyl)-1H-indol-2-yl)-1,2,4-oxadiazol-5-yl]methyl}-1H-pyrrole-3-carboxamide C(C)(C)(C)N1C=C(C=C1)C(=O)NCC1=NC(=NO1)C=1N(C2=CC=CC(=C2C1)N[C@H]1[C@H](COCC1)F)CC(F)(F)F